tert-butyl (S)-5-(4-(1-(2-(diisopropyl-carbamoyl)-4-fluorophenyl)-2-methyl-1H-pyrrolo[2,3-c]pyridine-3-carbonyl)piperidine-1-carbonyl)-2,2-dimethylpyrrolidine-1-carboxylate C(C)(C)N(C(=O)C1=C(C=CC(=C1)F)N1C(=C(C=2C1=CN=CC2)C(=O)C2CCN(CC2)C(=O)[C@@H]2CCC(N2C(=O)OC(C)(C)C)(C)C)C)C(C)C